OC(COC=1C=C(C=2N(C1)N=CC2C#N)C=2C=NC(=CC2)N2CC1N(C(C2)C1)C(C1=NC=CC(=C1)C)=O)(C)C 6-(2-hydroxy-2-methylpropoxy)-4-(6-(6-(4-methylpicolinoyl)-3,6-diazabicyclo[3.1.1]heptan-3-yl)pyridin-3-yl)pyrazolo[1,5-a]pyridine-3-carbonitrile